S(=O)(=O)(O)O.COC=1C=C(C=CC1O)[C@H](CO)O |r| DL-3-methoxy-4-hydroxyphenylethylene glycol e-sulfate